FC=1C=CC(=C(C(=O)O)C1)C(F)(F)F 5-fluoro-2-(trifluoromethyl)benzoic acid